(R)-N-(6-(1H-indazol-5-yl)benzo[d]thiazol-2-yl)pyrrolidine-3-carboxamide N1N=CC2=CC(=CC=C12)C1=CC2=C(N=C(S2)NC(=O)[C@H]2CNCC2)C=C1